C(C)(C)(C)C1=CC=C(C=C1)C1=CC=C(C=C1)C(C)(C)C 4,4'-di-t-butylbiphenyl